COC1=C(C=C(C(=C1)N)F)F Difluoromethoxyaniline